Ethanesulfonic acid {[5-(3-chloro-4-cyano-phenyl)-pyridin-3-yl]-cyclopropyl-methyl}-ethyl-amide ClC=1C=C(C=CC1C#N)C=1C=C(C=NC1)C(C1CC1)N(S(=O)(=O)CC)CC